4-(1H-benzo[d]imidazol-2-yl)-N-(1-butyrylpiperidin-4-yl)benzenesulfonamide N1C(=NC2=C1C=CC=C2)C2=CC=C(C=C2)S(=O)(=O)NC2CCN(CC2)C(CCC)=O